calcium silicate salt [Si]([O-])([O-])([O-])[O-].[Ca+2].[Ca+2]